3,6-bis(dimethylamino)-9-(4-(dimethylamino)-2,6-dimethoxyphenyl)-1,8-dimethoxy-10-(2-(pyridine-2-yl)ethyl)-9,10-dihydroacridin-9-ylium tetrafluoroborate F[B-](F)(F)F.CN(C=1C=C(C=2[C+](C3=C(C=C(C=C3N(C2C1)CCC1=NC=CC=C1)N(C)C)OC)C1=C(C=C(C=C1OC)N(C)C)OC)OC)C